N-(2-chloro-4-(trifluoromethyl)phenyl)-2-(2-(dimethylamino)-6-ethyl-7-(4-(5-hydroxy-6-methylpyrimidine-4-carbonyl)piperazin-1-yl)-8-oxopyrido[2,3-b]pyrazin-5(8H)-yl)acetamide ClC1=C(C=CC(=C1)C(F)(F)F)NC(CN1C(=C(C(C=2C1=NC=C(N2)N(C)C)=O)N2CCN(CC2)C(=O)C2=NC=NC(=C2O)C)CC)=O